C(C1=CC=CC=C1)OC(=O)[C@@]1(CN(C[C@@H]1CC=C)C([C@@H](NC(=O)OC(C)(C)C)C)=O)NC(=O)OCC1=CC=CC=C1 (3R,4S)-4-allyl-3-(((benzyloxy)carbonyl)amino)-1-((tert-butoxycarbonyl)-L-alanyl)pyrrolidine-3-carboxylic acid benzyl ester